C(#N)C[C@H]1CN(CCN1C(\C=C\C(C)=O)=O)C1=NC=NC2=CC=C(C=C12)C=1C=C(C(=NC1)OC)NS(=O)(=O)C1=C(C=C(C=C1)F)F (S,E)-N-(5-(4-(3-(cyanomethyl)-4-(4-oxopent-2-enoyl)piperazin-1-yl)quinazoline-6-yl)-2-methoxypyridin-3-yl)-2,4-difluorobenzenesulfonamide